1H-INDENE-1,3(2H)-DIONE C1(CC(C2=CC=CC=C12)=O)=O